C1(=CC=CC=C1)NC(=O)N[C@@H](CCSC)C(=O)O N-(phenylaminocarbonyl)-methionine